N=1C=NC2=NC=NC2(C1)N Purin-5-amine